FC1=CC=C(C=C1)CNC1=CC(=NN1C(C(C)(C)C)=O)C1NCCN(C1)C(=O)N1CCOCC1 1-(5-{[(4-fluorophenyl)methyl]amino}-3-[4-(morpholine-4-carbonyl)piperazin-2-yl]-1H-pyrazol-1-yl)-2,2-dimethylpropan-1-one